CC1=CC=C(C=C1)S(=O)(=O)OC1CC(CC(C1)O)OS(=O)(=O)C1=CC=C(C=C1)C 5-hydroxycyclohexane-1,3-diyl bis(4-methylbenzenesulfonate)